2,2,2-trifluoro-N-(3-(3-methyl-2-oxoimidazolidin-1-yl)propyl)acetamide FC(C(=O)NCCCN1C(N(CC1)C)=O)(F)F